3,9-dihydroxy-5H-dibenzo[c,e]azepine-5,7(6H)-dione OC=1C=CC2=C(C(NC(C3=C2C=CC(=C3)O)=O)=O)C1